(5-cyclopropyl-1,2,4-oxadiazol-3-yl)-N-(2,4-dimethoxybenzyl)-5-nitrobenzenesulfonamide C1(CC1)C1=NC(=NO1)C1=C(C=C(C=C1)[N+](=O)[O-])S(=O)(=O)NCC1=C(C=C(C=C1)OC)OC